3-bromo-5-(4-chlorophenoxy)-1-methyl-1H-1,2,4-triazole BrC1=NN(C(=N1)OC1=CC=C(C=C1)Cl)C